N-(2,6-difluorobenzoyl)-N'-(3,4-dichlorophenyl)urea FC1=C(C(=O)NC(=O)NC2=CC(=C(C=C2)Cl)Cl)C(=CC=C1)F